(2R)-glycidyl tosylate CC1=CC=C(C=C1)S(=O)(=O)OC[C@H]2CO2